(R)-2-(5,5-difluoro-3-((4-methoxyphenyl)thio)pent-4-en-1-yl)-5-methylfuran FC(=C[C@@H](CCC=1OC(=CC1)C)SC1=CC=C(C=C1)OC)F